C(CCC)C1CCC(CC1)C1=CC=C(C=C1)C1=CC=C(C=C1)C#C 4'-(4-n-butylcyclohexyl)-4-ethynylbiphenyl